N-((R)-1-(1,1-difluoro-2,3-dihydro-1H-inden-4-yl)ethyl)-5-((1s,4S)-4-((2-hydroxyethyl)(methyl)carbamoyl)cyclohexyl)-4-oxo-4,5-dihydro-2H-pyrazolo[4,3-c]pyridine-7-carboxamide FC1(CCC2=C(C=CC=C12)[C@@H](C)NC(=O)C=1C=2C(C(N(C1)C1CCC(CC1)C(N(C)CCO)=O)=O)=CNN2)F